CC1(N(C(N(C1=O)C1=CC(=C(C#N)C=C1)C(F)(F)F)=O)CCNC=1C=C2C=CC=NC2=CC1)C 4-(4,4-dimethyl-2,5-dioxo-3-(2-(quinolin-6-ylamino)ethyl)imidazolin-1-yl)-2-(trifluoromethyl)benzonitrile